3-(4-cyanophenyl)imidazo[1,2-b]pyridazine-7-carboxylic acid C(#N)C1=CC=C(C=C1)C1=CN=C2N1N=CC(=C2)C(=O)O